(Z)-4-(3-(3-chloro-4,5-difluorophenyl)-1,4,4,4-tetrafluorobut-1-en-1-yl)-2-(trifluoromethyl)benzoic acid ClC=1C=C(C=C(C1F)F)C(\C=C(/F)\C1=CC(=C(C(=O)O)C=C1)C(F)(F)F)C(F)(F)F